C(C)(C)(C)OC(=O)N1C[C@@H](N(CC1)C)CO.NCC=1C=C(C=CC1)C1CCN(CC1)C(=O)C1=CC(=C(C(=C1)O)O)Cl (4-(3-(aminomethyl)phenyl)piperidin-1-yl)(3-chloro-4,5-dihydroxyphenyl)methanone tert-butyl-(R)-3-(hydroxymethyl)-4-methylpiperazine-1-carboxylate